tert-butyl ((2S)-1-((5'S)-5'-carbamoyl-7-methyl-3-oxo-3,4-dihydrospiro[benzo[b][1,4]oxazine-2,3'-pyrrolidin]-1'-yl)-3-cyclopropyl-1-oxopropan-2-yl)(methyl)carbamate C(N)(=O)[C@@H]1CC2(CN1C([C@H](CC1CC1)N(C(OC(C)(C)C)=O)C)=O)C(NC1=C(O2)C=C(C=C1)C)=O